N,N'-bis(4-ethoxyformylphenyl)-N-benzylformamidine C(C)OC(=O)C1=CC=C(C=C1)N(C=NC1=CC=C(C=C1)C(=O)OCC)CC1=CC=CC=C1